(3R,5R)-5-amino-1-(7-(2-aminobenzo[d]thiazol-4-yl)-6-chloro-8-fluoro-2-(((S)-1-methylpyrrolidin-2-yl)methoxy)quinazolin-4-yl)piperidin-3-ol N[C@@H]1C[C@H](CN(C1)C1=NC(=NC2=C(C(=C(C=C12)Cl)C1=CC=CC2=C1N=C(S2)N)F)OC[C@H]2N(CCC2)C)O